O1C(=CC=C1)C=1C=CC(=C(C1)NC1=NC=NC2=CC(=C(C=C12)OC1CC2CCC(C1)N2C(C=C)=O)OC)OC 1-(3-((4-((5-(furan-2-yl)-2-methoxyphenyl)amino)-7-methoxy-quinazolin-6-yl)oxy)-8-azabicyclo[3.2.1]octan-8-yl)prop-2-en-1-one